calcium magnesium acetate C(C)(=O)[O-].[Mg+2].[Ca+2].C(C)(=O)[O-].C(C)(=O)[O-].C(C)(=O)[O-]